4-bromo-5-fluoro-2-methyl-1H-indole-7-carbonitrile BrC1=C2C=C(NC2=C(C=C1F)C#N)C